ClC1=CC(=C(C=C1)C1(OC2=C(C=CC=C2C=C1)C1CCN(CC1)C(=O)OC(C)(C)C)[2H])OC([2H])([2H])[2H] tert-butyl 4-(2-(4-chloro-2-(methoxy-d3)phenyl)-2H-Chromen-8-yl-2-d)piperidine-1-carboxylate